C(C)C(C(=O)OCCCCCCCCCCCCCCCC)CCCC cetyl 2-ethylhexanoate